3-({2-fluoro-3-[(methylsulfamoyl)amino]phenyl}methyl)-7-(pyridazin-3-yloxy)-2,3-dihydrospiro[1,3-benzoxazine-4,1'-cyclobutan]-2-one FC1=C(C=CC=C1NS(NC)(=O)=O)CN1C(OC2=C(C=CC(=C2)OC=2N=NC=CC2)C12CCC2)=O